FC1=C(C(=NC=C1)NC1=NN(C2=C1C=NC(=C2)C(=O)N2CCOCCC2)CC(F)(F)F)O [3-[(4-fluoro-3-hydroxy-2-pyridyl)amino]-1-(2,2,2-trifluoroethyl)pyrazolo[4,3-c]pyridin-6-yl]-(1,4-oxazepan-4-yl)methanone